OC1=C(C=C(C=C1)C(=O)N1CC2=CC=CC(=C2C1)OC)C(=O)N1CC2=CC=CC=C2C1 (4-Hydroxy-3-(isoindoline-2-carbonyl)phenyl)(4-methoxyisoindolin-2-yl)methanone